3-ethyl-3-[3'-(methyldimethoxysilyl)propyl]methyloxetane C(C)C1(C(OC1)C)CCC[Si](OC)(OC)C